tert-butyl 4-((tert-butoxycarbonyl)(5-cyclopropyl-3-isopropylpyrazolo[1,5-a]pyrimidin-7-yl)amino)piperidine-1-carboxylate C(C)(C)(C)OC(=O)N(C1CCN(CC1)C(=O)OC(C)(C)C)C1=CC(=NC=2N1N=CC2C(C)C)C2CC2